C(CCC)[Sn](C(=C)OCC)(CCCC)CCCC Tributyl(1-ethoxyethenyl)stannane